2,6-dimethyl-1,4-phenyleneether CC1=C2C(=CC(=C1)O2)C